(3,3-Difluorocyclobutyl)methanesulfonic acid methyl ester COS(=O)(=O)CC1CC(C1)(F)F